ammonium N-nitroso-N-phenylhydroxyamine N(=O)N(C1=CC=CC=C1)O.[NH4+]